2-(3,5-dichloro-4-((5'-(difluoromethoxy)-2,2'-difluoro-6-hydroxy-[1,1'-biphenyl]-3-yl)methyl)phenoxy)acetic acid ClC=1C=C(OCC(=O)O)C=C(C1CC=1C(=C(C(=CC1)O)C1=C(C=CC(=C1)OC(F)F)F)F)Cl